FC(C)C1=NC=CN1F 1,3-difluoroethylimidazole